ClC1=C(C=C(C(=O)N[C@@H]2[C@H](CCCC2)O)C=C1)C#CC=1C=NC=C(C1)C1=CC=CC=C1 4-Chloro-N-[(1s,2s)-2-hydroxycyclohexyl]-3-[(5-phenylpyridin-3-yl)ethynyl]benzamide